ClC1=C(C=CC2=C1C(=N[C@H](C=1N2C(=NN1)C)C)C1=C(C=CC=C1F)F)I (4S)-7-chloro-6-(2,6-difluorophenyl)-8-iodo-1,4-dimethyl-4H-[1,2,4]triazolo[4,3-a][1,4]benzodiazepine